isopropyl-4-(4-(trifluoromethyl)phenoxy)quinoline-7-carboxamide C(C)(C)C1=NC2=CC(=CC=C2C(=C1)OC1=CC=C(C=C1)C(F)(F)F)C(=O)N